N-(4-chloroisoquinolin-6-yl)-2-(4-(N-(pyridin-2-yl)sulfamoyl)phenyl)cyclopropane-1-carboxamide ClC1=CN=CC2=CC=C(C=C12)NC(=O)C1C(C1)C1=CC=C(C=C1)S(NC1=NC=CC=C1)(=O)=O